NC1=CC(=NC=C1)C(=O)NO 4-amino-N-hydroxypyridinecarboxamide